OC[C@@H]1N(CCCC1)C(=O)OCC1=CC=CC=C1 Benzyl (R)-2-(hydroxymethyl)piperidine-1-carboxylate